4-bromobenzo[c][1,2,5]Oxadiazole BrC1=CC=CC2=NON=C21